C1=CC(=CC=C1C(=O)CBr)Br alpha-4-Dibromoacetophenone